C1(=CC=CC=C1)COC(=O)N1CC2OC2C1 6-oxa-3-azabicyclo[3.1.0]hexane-3-carboxylic acid phenylmethyl ester